4-(N-(2-bromo-5-chloro-4-(trifluoromethyl)phenyl)sulfamoyl)-2,5-dimethyl-1H-pyrrole-3-carboxylic acid BrC1=C(C=C(C(=C1)C(F)(F)F)Cl)NS(=O)(=O)C=1C(=C(NC1C)C)C(=O)O